O1C(CCC1)C[C@@H](CCC=C)S(=O)(=O)N (2R)-(TETRAHYDRO-2-FURANYL)-5-HEXENE-2-SULFONAMIDE